C(C)(C)(C)OC(=O)NC1=CC(=C(C=N1)N1C=C(C(C2=CC(=C(C=C12)N1CC2=NC=CC=C2C1)Cl)=O)C(=O)OCC)C ethyl 1-(6-{[(tert-butoxy)carbonyl]amino}-4-methylpyridin-3-yl)-6-chloro-4-oxo-7-{5H,6H,7H-pyrrolo[3,4-b]pyridin-6-yl}-1,4-dihydroquinoline-3-carboxylate